(S,E)-N7-(1-(2-(Bicyclo[1.1.1]pentan-1-ylamino)-2-oxoethyl)-2-oxo-1,2-dihydropyridin-3-yl)-N1-cyclopropyl-6-(4-hydroxy-6-(trifluoromethoxy)chinolin-3-carboxamido)hept-2-endiamid C12(CC(C1)C2)NC(CN2C(C(=CC=C2)NC([C@H](CC/C=C/C(=O)NC2CC2)NC(=O)C=2C=NC1=CC=C(C=C1C2O)OC(F)(F)F)=O)=O)=O